1-(4-(2-chloro-3-fluoropyridin-4-yl)-1,2-dimethyl-1H-imidazol-5-yl)-N-methylethan-1-amine ClC1=NC=CC(=C1F)C=1N=C(N(C1C(C)NC)C)C